(S)-4-benzyl-3-((S)-5-hydroxy-3-methylpentanoyl)oxazolidin-2-one C(C1=CC=CC=C1)[C@@H]1N(C(OC1)=O)C(C[C@H](CCO)C)=O